2-[1-(1,3-dimethylpyrazolo[4,3-c]pyridin-6-yl)-2-oxo-cyclohexyl]acetaldehyde CN1N=C(C=2C=NC(=CC21)C2(C(CCCC2)=O)CC=O)C